2,4-dichloro-7-nitropyrrolo[2,1-f][1,2,4]triazine ClC1=NN2C(C(=N1)Cl)=CC=C2[N+](=O)[O-]